CC(C(CC(=O)OC(C)(C)C)=O)(C)C tert-butyl 4,4-dimethyl-3-oxo-pentanoate